FC1(CC(C1)OC1=C(C=C(C=N1)C=1C=CC=2N(C1)C(=NN2)C(F)(F)OCC)F)F 6-(6-(3,3-Difluorocyclobutoxy)-5-fluoropyridin-3-yl)-3-(ethoxydifluoromethyl)-[1,2,4]triazolo[4,3-a]pyridine